O1CCC(CC1)CN1C2=NC=NC=C2NC1=O 9-(tetrahydro-2H-pyran-4-ylmethyl)-7,9-dihydro-8H-purin-8-one